FC(C=1OC(=NN1)N1[C@H](C2=C(CC1)NC=N2)C2=NN1C(C(=CC=C1)F)=C2)F (R)-2-(difluoromethyl)-5-(4-(4-fluoropyrazolo[1,5-a]pyridin-2-yl)-6,7-dihydro-1H-imidazo[4,5-c]pyridin-5(4H)-yl)-1,3,4-oxadiazole